O=C1NC(CCC1N1C(C2=C3C(C=CC=C13)=CC(=C2)OC(N(C2=CC(=CC(=C2)OC(F)(F)F)Cl)C)=O)=O)=O (1-(2,6-dioxopiperidin-3-yl)-2-oxo-1,2-dihydrobenzo[cd]indol-4-yl)methyl(3-chloro-5-(trifluoromethoxy)phenyl)carbamate